{2,6-Dimethyl-4-[(4-trifluoromethyl-phenylamino)-methyl]-phenyl}-carbamic acid ethyl ester C(C)OC(NC1=C(C=C(C=C1C)CNC1=CC=C(C=C1)C(F)(F)F)C)=O